C(#N)C1(CC1)CC=1C=CC(=NC1C)C#N 5-((1-cyanocyclopropyl)methyl)-6-methylcyanopyridine